N1N=CC2=CC(=CC=C12)NC1=NC(=NC=C1)C1=CC=C2C=C(NC2=C1)C(=O)NC=1C=NC=CC1 6-(4-((1H-indazol-5-yl)amino)pyrimidin-2-yl)-N-(pyridin-3-yl)-1H-indole-2-carboxamide